2-chloro-5-ethoxy-4-formylbenzonitrile ClC1=C(C#N)C=C(C(=C1)C=O)OCC